N-[6-(5-chloro-1,3-benzoxazol-2-yl)-6-azaspiro[3.4]octan-2-yl]-5-(trifluoromethyl)furan-2-carboxamide ClC=1C=CC2=C(N=C(O2)N2CC3(CC(C3)NC(=O)C=3OC(=CC3)C(F)(F)F)CC2)C1